C(C)SCCNC(C)C1=NC=CC=C1 2-(ethylsulfanyl)-N-(1-(pyridin-2-yl)ethyl)ethan-1-amine